NC=1SC=C(N1)C=1C=CC(=C(C#N)C1)OC 5-(2-aminothiazol-4-yl)-2-methoxybenzonitrile